2-chloro-5-methoxy-4-((4-(1-(2,2,2-trifluoroethyl)-4-(trifluoromethyl)-1H-imidazol-2-yl)benzyl)oxy)pyrimidine ClC1=NC=C(C(=N1)OCC1=CC=C(C=C1)C=1N(C=C(N1)C(F)(F)F)CC(F)(F)F)OC